ClC1=C(C=CC=C1)C1=C(C2=C(N=C(N=C2)NC2=NC=C(C=C2)N2CCNCC2)N(C1=O)[C@@H]1CN(CCC1)CCC)C (S)-6-(2-chlorophenyl)-5-methyl-2-((5-(piperazin-1-yl)pyridin-2-yl)amino)-8-(1-propylpiperidin-3-yl)pyrido[2,3-d]pyrimidin-7(8H)-one